2-(benzo[c]isothiazol-3-yl)-3-((3-fluoro-2-methoxyphenyl)amino)-1,5,6,7-tetrahydro-4H-pyrrolo[3,2-c]pyridin-4-one N=1SC(=C2C1C=CC=C2)C2=C(C=1C(NCCC1N2)=O)NC2=C(C(=CC=C2)F)OC